ClC1=C(C=C(C=C1)OC)C1=C(C(=NC=2C=C(CCC12)C1=C(N=CS1)C)N1CC2(CN(C2)C(C=C)=O)CC1)C#N 4-(2-chloro-5-methoxyphenyl)-7-(4-methyl-1,3-thiazol-5-yl)-2-(2-(2-propenoyl)-2,6-diazaspiro[3.4]octan-6-yl)-5,6-dihydro-3-quinolinecarbonitrile